CC=1C=C(C=CC1O[C@H]1O[C@H]([C@H]([C@@H]([C@H]1O)O)O)CO)C1=CC=C2C=CN(C(C2=C1)=O)CC(=O)OC methyl 2-[7-[3-methyl-4-[(2R,3R,4S,5S,6S)-3,4,5-trihydroxy-6-(hydroxymethyl) tetrahydropyran-2-yl]oxyphenyl]-1-oxo-2-isoquinolyl]acetate